(1R,2R,5R)-5-amino-2-methylcyclohexan-1-ol hydrogen chloride Cl.N[C@@H]1CC[C@H]([C@@H](C1)O)C